5-(4-aminophenyl)oxazole tert-butyl-4-(2-(2,7-dimethyl-2H-indazol-5-yl)-7-oxothiazolo[4,5-d]pyrimidin-6(7H)-yl)piperidine-1-carboxylate C(C)(C)(C)OC(=O)N1CCC(CC1)N1C=NC2=C(C1=O)SC(=N2)C2=CC1=CN(N=C1C(=C2)C)C.NC2=CC=C(C=C2)C2=CN=CO2